ClC1=C(C(=O)NCC(=O)N[C@@H](CC(C)C)B2OC(C(O2)(CC(=O)O)CC(=O)O)=O)C=C(C=C1)Cl 2,2'-{2-[(1R)-1-{[N-(2,5-dichlorobenzoyl)glycyl]amino}-3-methylbutyl]-5-oxo-1,3,2-dioxaborolan-4,4-diyl}diacetic acid